C1(CCCC1)CC(CC(=O)NC1=CC=CC=C1)CC 3-(cyclopentylmethyl)-N-phenylpentanamide